C12(CC3CC(CC(C1)C3)C2)C(=S)[O-].[Na+] sodium thioadamantanate